(R)-N-(4-bromobenzyl)-4-(2-(3-fluoro-4-methylphenyl)-2H-pyrazolo[3,4-d]pyrimidin-4-yl)-1-methylpiperazine-2-carboxamide BrC1=CC=C(CNC(=O)[C@@H]2N(CCN(C2)C=2C=3C(N=CN2)=NN(C3)C3=CC(=C(C=C3)C)F)C)C=C1